BrC1=CC=C(C=C1)C1(OCCOC1)O 2-(4-bromophenyl)-1,4-dioxane-2-ol